NC=1C2=C(N=CN1)N(C(=C2C2=CC=C(C=C2)OC2=NC(=CC=C2)C)C2C[C@@H](N(C2)C(C=C)=O)CO)C 1-((2R)-4-(4-amino-7-methyl-5-(4-((6-methylpyridin-2-yl)oxy)phenyl)-7H-pyrrolo[2,3-d]pyrimidin-6-yl)-2-(hydroxymethyl)pyrrolidin-1-yl)prop-2-en-1-one